N-(4-(4-amino-7-ethoxy-3-(3-fluoro-4-((4-methylpyrimidin-2-yl)oxy)phenyl)-1-methyl-1H-pyrrolo[2,3-d]pyridazin-2-yl)phenyl)-2-cyclopropylacrylamide NC1=C2C(=C(N=N1)OCC)N(C(=C2C2=CC(=C(C=C2)OC2=NC=CC(=N2)C)F)C2=CC=C(C=C2)NC(C(=C)C2CC2)=O)C